3-Amino-5-(methylamino)-6-(3-methylimidazo[4,5-c]pyridin-7-yl)pyrazine-2-carboxamide NC=1C(=NC(=C(N1)NC)C=1C2=C(C=NC1)N(C=N2)C)C(=O)N